CN(C1CCN(CC1)C(=O)C1=CC=C(C=C1)NC(=O)NC1=CC=C(C=C1)C1=NC(=NC(=N1)N1CCOCC1)N1CCOCC1)C 1-(4-(4-(dimethylamino)piperidine-1-carbonyl)phenyl)-3-(4-(4,6-dimorpholino-1,3,5-triazin-2-yl)phenyl)urea